(4-sec-butyl)benzeneboronic acid C(C)(CC)C1=CC=C(C=C1)B(O)O